(3S,4R)-4-(4-bromo-5-chloro-1-methyl-pyrazol-3-yl)-N-[3-fluoro-2-(trifluoromethyl)phenyl]-1-methyl-2-oxo-pyrrolidine-3-carboxamide BrC=1C(=NN(C1Cl)C)[C@@H]1[C@H](C(N(C1)C)=O)C(=O)NC1=C(C(=CC=C1)F)C(F)(F)F